3-(trifluoro-methyl)phenylboronic acid FC(C=1C=C(C=CC1)B(O)O)(F)F